S1C(=NC2=C1C=CC=C2)NC2=C(C(=C(N=N2)NC=2SC(=C(N2)C(=O)O)CCCOC)C)C ({6-[(1,3-benzothiazol-2-yl)amino]-4,5-dimethylpyridazin-3-yl}amino)-5-(3-methoxypropyl)-1,3-thiazole-4-carboxylic acid